C(C)(C)(C)OC(=O)N(C(OC(C)(C)C)=O)C1=NC=C(C(=C1)F)OCCF tert-butyl (tert-butoxycarbonyl)(4-fluoro-5-(2-fluoroethoxy)pyridin-2-yl)carbamate